C[Si](CCO[SiH](C)O[SiH](OCC[Si](C)(C)C)C)(C)C [2-(trimethylsilyl) ethoxy]-methylsilyl ether